O1C(C1)CC1NCCCC1 2-(oxiran-2-ylmethyl)-2,3,4,5-tetrahydro-1H-pyridine